OC1=C(C=CC2=C(C=CC=C12)OC)C1NS(C2=C(C3=C1C=CC=C3)C=CC=C2)(=O)=O (-)-7-(1-hydroxy-5-methoxynaphthalen-2-yl)-6,7-dihydrodibenzo[d,f][1,2]thiazepine 5,5-dioxide